COC(=O)C1=NC=C(C=C1)NC(=O)[C@@H]1O[C@]([C@H]([C@H]1C1=C(C(=C(C=C1)F)F)OC)C)(C(F)(F)F)C 5-[[(2r,3s,4s,5r)-3-(3,4-difluoro-2-methoxy-phenyl)-4,5-dimethyl-5-(trifluoromethyl)tetrahydrofuran-2-carbonyl]amino]pyridine-2-carboxylic acid methyl ester